C(#N)C1=CC(=C(C(=C1)C(C)C)NC(=O)NS(=O)(=O)C1=C(C(=O)OC)C=C(C=C1)S(NC)(=O)=O)C(C)C methyl 2-[([[4-cyano-2,6-bis(propan-2-yl)phenyl]carbamoyl]amino)sulfonyl]-5-(methylsulfamoyl)benzoate